C(C)(C)(C)OC(=O)N1[C@H](CN(CC1)C1=C2C(=NC=C1)N(CC2)C(NC2=C(C(=NC=C2)C)OC)=O)C.BrC=C(C)C bromoisobutene tert-butyl-(S)-4-(1-((3-methoxy-2-methylpyridin-4-yl)carbamoyl)-2,3-dihydro-1H-pyrrolo[2,3-b]pyridin-4-yl)-2-methylpiperazine-1-carboxylate